C(C1=CC=CC=C1)N1CC(CCC1)C1=CC=NC=2N1N=C(C2C2=CC(=NC=C2)OC)C 7-(1-Benzylpiperidin-3-yl)-3-(2-methoxypyridin-4-yl)-2-methylpyrazolo[1,5-a]pyrimidine